tert-butyl N-[(Z,R)-1-methyl-3-methylsulfanyl-allyl]carbamate C[C@H](\C=C/SC)NC(OC(C)(C)C)=O